4-(6-{4-[3-(4-methyl-3-trifluoromethyl-phenyl)-ureido]-phenoxy}-pyrimidin-4-ylamino)-piperidin CC1=C(C=C(C=C1)NC(NC1=CC=C(OC2=CC(=NC=N2)NC2CCNCC2)C=C1)=O)C(F)(F)F